FC(C1(OCC1)C=1C=C(C=NC1)NCC(=O)OC)(F)F methyl 2-[[5-[2-(trifluoromethyl)oxetan-2-yl]-3-pyridyl]amino]acetate